6-methoxy-2-(3-(methoxymethyl)-6-methyl-1,7-naphthyridin-8-yl)-4-methylbenzo[d]thiazole COC1=CC2=C(N=C(S2)C=2N=C(C=C3C=C(C=NC23)COC)C)C(=C1)C